NC1=NC2=CC=C(C=C2C=C1CO)C(=O)N(C1COC2=C1C=CC(=C2)C(F)(F)F)CCC2COC2 2-amino-3-(hydroxymethyl)-N-(2-(oxetan-3-yl)ethyl)-N-(6-(trifluoromethyl)-2,3-dihydrobenzofuran-3-yl)quinoline-6-carboxamide